C(CC)[N+](CCC)(CCC)CCC.FC(C(C(C(F)(F)F)(F)F)(F)F)(S(=O)(=O)[O-])F perfluorobutanesulfonic acid tetrapropylammonium salt